benzo[d]thiazole-4-carboxylic acid ethyl ester C(C)OC(=O)C=1C=CC=C2C1N=CS2